SC(CC(=O)OCC(C)OC(CC(C)S)=O)C 1,2-propanediol bis(3-mercaptobutyrate)